C(C)C1=C(C(=CC=C1)CC)N1C(=NCC(=C1O)CC1=CC(=C(C=C1)C=1C(=NC(=CC1)F)C)F)C=1N=C(SC1)C 1-(2,6-diethylphenyl)-5-{[3-fluoro-4-(6-fluoro-2-methylpyridin-3-yl)phenyl]methyl}-6-hydroxy-2-(2-methyl-1,3-thiazol-4-yl)-1,4-dihydropyrimidin